Azolyl-phenyl-ethyl-hexyl-iminotriazine N1C(=CC=C1)C(CCCCC)C=1C(NN=NC1CC)=NC1=CC=CC=C1